ClC1=NC=C(C(=C1)C1=CC=2N(C=C1C(=O)NC=1SC(=NN1)OC)C(=NC2)C)OC 7-(2-chloro-5-methoxypyridin-4-yl)-N-(5-methoxy-1,3,4-thiadiazol-2-yl)-3-methylimidazo(1,5-a)pyridine-6-carboxamide